N-(3-methoxybenzyl)-N-(3-(4-methylpiperazin-1-yl)benzyl)-2-(morpholinomethyl)pyridin-4-amine COC=1C=C(CN(C2=CC(=NC=C2)CN2CCOCC2)CC2=CC(=CC=C2)N2CCN(CC2)C)C=CC1